C(C)N1C(NC2=C(C1=O)SC(=C2)CN2CC(N(CC2)C=2C=CC(=NC2C)C(=O)OC)=O)=O methyl 5-[4-({3-ethyl-2,4-dioxo-1H-thieno[3,2-d]pyrimidin-6-yl} methyl)-2-oxopiperazin-1-yl]-6-methylpyridine-2-carboxylate